[4-(3-chloro-4-cyano-phenoxy)cyclohexyl]-6-[2-(1,4-dioxaspiro[4.5]decan-8-yl)ethynyl]pyridazine-3-carboxamide ClC=1C=C(OC2CCC(CC2)C2=C(N=NC(=C2)C#CC2CCC3(OCCO3)CC2)C(=O)N)C=CC1C#N